C(C=C)(=O)OCCCCCCCCCCCCCCCCCCSP(=S)([O-])[O-] acryloyloxyoctadecyldithiophosphate